BrC=1C=C(C2=C(C=CC=C2C1)Br)I 3,8-dibromo-1-iodonaphthalene